(4-(7H-pyrrolo[2,3-d]pyrimidin-4-yl)-3,4-dihydro-2H-1,4-thiazin-6-yl)((3R,5S)-3-amino-5-hydroxypiperidin-1-yl)methanone hydrochloride Cl.N1=CN=C(C2=C1NC=C2)N2CCSC(=C2)C(=O)N2C[C@@H](C[C@@H](C2)O)N